COC(=O)[C@@H]1C[C@@H](N(CC1)CCOCCOCCOCC(OCC1=CC=CC=C1)=O)C cis-2-methyl-1-(3-oxo-1-phenyl-2,5,8,11-tetraoxatridecan-13-yl)piperidine-4-carboxylic acid methyl ester